C1=CC=CC=2C3=CC=CC=C3C(C12)COC(=O)C(CCC[C@H](NC(C1=CC(=CC(=C1)C=1C=NC(=NC1)SC)C=1C=NC(=NC1)SC)=O)C(=O)O)N 6-(((9H-fluoren-9-yl)methoxy)carbonyl)-N2-(3,5-bis(2-(methylthio)pyrimidin-5-yl)benzoyl)-L-lysine